triphenylamine biphenyl-borate B(O)(O)O.C1(=CC=CC=C1)C1=CC=CC=C1.C1(=CC=CC=C1)N(C1=CC=CC=C1)C1=CC=CC=C1